BrCCCCC=NO 5-bromopentanal oxime